heptane-2-amine 2-(1-hydroxypentyl)benzoate OC(CCCC)C1=C(C(=O)O)C=CC=C1.CC(CCCCC)N